C(C=C)N1S(C2=C(C3=C1N=CC=C3)N=C(N=C2)NC2=CC=C(C=C2)C2CNCC2)(=O)=O 6-allyl-N-[4-(pyrrolidin-3-yl)phenyl]-6H-pyrido[2,3-c]pyrimido[4,5-e][1,2]thiazin-2-amine 5,5-dioxide